C(C)(C)(C)OC(=O)N1[C@](C([C@@H](C1)CN)C(C)(C)C)(C(=O)OC(C)(C)C)C(C)(C)C di-tert-butyl-(2S,4R)-4-(aminomethyl)pyrrolidine-1,2-dicarboxylic acid di-tert-butyl ester